COC[C@@H]1N2CC(C[C@@H]2CC1)=C (5r,7as)-5-(methoxymethyl)-2-methylenetetrahydro-1H-pyrrolizin